2,4-difluoro-3-(2-(methylthio)quinazolin-6-yl)aniline FC1=C(N)C=CC(=C1C=1C=C2C=NC(=NC2=CC1)SC)F